C(C)(C)(C)OC(=O)N1C[C@@H](CC1)NCCC=1SC=CC1 (R)-3-(thienylethylamino)pyrrolidine-1-carboxylic acid tert-butyl ester